FC=1C=C(C(NC1)=O)[C@@H](C)NC=1C=CC=2N(N1)C(=CN2)C2=NC=CC(=C2)CCO (R)-5-fluoro-3-(1-((3-(4-(2-hydroxyethyl)pyridin-2-yl)imidazo[1,2-b]pyridazin-6-yl)amino)ethyl)pyridin-2(1H)-one